FC1=CC=2N(C=C1C1CCN(CC1)S(=O)(=O)C=1C=NN3C1CCCC3)N=CN2 7-fluoro-6-(1-((4,5,6,7-tetrahydropyrazolo[1,5-a]pyridin-3-yl)sulfonyl)piperidin-4-yl)-[1,2,4]triazolo[1,5-a]pyridine